O1C2=C(OCC1)C(=CC=C2)CN2CC(N(CC2)C2CC1(CN(C1)C(=O)OC(C)(C)C)C2)C2=C(C=CC=C2)C(C)C tert-butyl 6-(4-((2,3-dihydrobenzo[b][1,4]dioxin-5-yl) methyl)-2-(2-isopropylphenyl) piperazin-1-yl)-2-azaspiro[3.3]heptane-2-carboxylate